C(C)(C)OO Isopropyl Hydrogen Peroxide